CC1(OC2=C(C1)C=C(C(=C2)OC[C@@H]2NCCC2)NC(=O)C=2C=NN1C2N=CC=C1)C (R)-N-(2,2-dimethyl-6-(pyrrolidin-2-ylmethoxy)-2,3-dihydrobenzofuran-5-yl)pyrazolo[1,5-a]pyrimidine-3-carboxamide